ClC=1C=C(C=C(C1)Cl)C=1N=CC=C2C(=C(C=NC12)C(=O)N[C@H]1CCOC2=C1C=NC=C2)N(C)C 8-(3,5-dichlorophenyl)-N-[(4S)-3,4-dihydro-2H-pyrano[3,2-c]pyridin-4-yl]-4-(dimethylamino)-1,7-naphthyridine-3-carboxamide